C(N)(OC1=C(C=CC=C1)OC(N)=O)=O phenylene dicarbamate